N2,N2-dibenzyl-3-fluoropropane-1,2-diamine C(C1=CC=CC=C1)N(C(CN)CF)CC1=CC=CC=C1